Cl.ClCCCN1CCCCC1 N-(3-chloropropyl)piperidine hydrochloride